7-azaspiro[4.4]nonane-8-carboxamide C1CCCC12CNC(C2)C(=O)N